CC=1NC(C2=C(N1)C=NC=N2)=O methylpyrimido[5,4-d]pyrimidin-4(3H)-one